(R)-2-methyl-N-((R)-1-(9-methyl-5-morpholino-2-(trifluoromethyl)imidazo[1,2-c]quinazolin-7-yl)ethyl)propane-2-sulfinamide CC(C)(C)[S@@](=O)N[C@H](C)C1=CC(=CC=2C=3N(C(=NC12)N1CCOCC1)C=C(N3)C(F)(F)F)C